(4-amino-3-methoxyphenyl)(piperazin-1-yl)methanone NC1=C(C=C(C=C1)C(=O)N1CCNCC1)OC